(R)-2-((5-(5,6-dichloropyridin-2-yl)-1,3,4-oxadiazol-2-yl)amino)-1-(6-azaspiro[2.5]octan-6-yl)propan-1-one ClC=1C=CC(=NC1Cl)C1=NN=C(O1)N[C@@H](C(=O)N1CCC2(CC2)CC1)C